dibutyldilauryltin C(CCC)[Sn](CCCCCCCCCCCC)(CCCCCCCCCCCC)CCCC